C1=CC=C(C(=C1)NN=O)O N-nitrosoaminophenol